C(C)(C)(C)C=1C=C(C=C(C1O)C(C)(C)C)CCC(=O)NNC(CCC1=CC(=C(C(=C1)C(C)(C)C)O)C(C)(C)C)=O N,N'-Bis(3,5-di-tert-butyl-4-hydroxyphenylpropionyl)hydrazin